C(#N)C=1C=C(C=CC1)[C@@H](C)NC1=CN=NC2=CC=C(C=C12)N[C@H]1CN(CC1)C(=O)OC(C)(C)C (R)-tert-butyl 3-(4-((R)-1-(3-cyanophenyl)ethylamino)cinnoline-6-Ylamino)pyrrolidine-1-carboxylate